N1(CCC1)C1CCN(CC1)C1=C(C=C(C=C1)NC=1N=C(C2=C(N1)SC=C2C)NC2=CC(=CC=C2)F)OC N2-(4-(4-(azetidin-1-yl)piperidin-1-yl)-3-methoxyphenyl)-N4-(3-fluorophenyl)-5-methylthieno[2,3-d]pyrimidine-2,4-diamine